BrC1=C(C=C(S1)COC1=CC=CC(=N1)C1=CC(=C(C=C1F)CC=1N(C2=C(N1)C=CC(=C2)C(=O)OC)C[C@H]2OCC2)F)F Methyl 2-[[4-[6-[(5-bromo-4-fluoro-2-thienyl)methoxy]-2-pyridyl]-2,5-difluorophenyl]methyl]-3-[[(2S)-oxetan-2-yl]methyl]benzimidazole-5-carboxylate